3,5-dioxo-4-propionyl-cyclohexanecarboxylic acid calcium [Ca].O=C1CC(CC(C1C(CC)=O)=O)C(=O)O